BrC1=CC(=C(C(=O)OC)C=C1Cl)NC(CC#N)=O methyl 4-bromo-2-(2-cyanoacetamido)-5-chlorobenzoate